(S)-N-(6-(2-chloro-5-fluorophenyl)-3-(2,2-difluoroethyl)-2,8-dioxo-1,2,3,6,7,8-hexahydroimidazo[4,5-e]isoindol-5-yl)-3-fluoro-5-(trifluoromethyl)benzamide ClC1=C(C=C(C=C1)F)[C@H]1NC(C2=C3C(=CC(=C12)NC(C1=CC(=CC(=C1)C(F)(F)F)F)=O)N(C(N3)=O)CC(F)F)=O